iodo-1-((2-(trimethylsilyl)ethoxy)methyl)-1H-pyrazole-4-carboxylic acid IC1=NN(C=C1C(=O)O)COCC[Si](C)(C)C